tert-butyl N-[2-[[3-[2-[2-[(3-bromophenyl)sulfonylamino]thiazol-4-yl]phenyl]-3,3-difluoro-propyl]amino]ethyl]carbamate BrC=1C=C(C=CC1)S(=O)(=O)NC=1SC=C(N1)C1=C(C=CC=C1)C(CCNCCNC(OC(C)(C)C)=O)(F)F